C(CCCO)O Butylenglycol